2-(3-((2-((1-(1-ethylpiperidin-4-yl)-1H-pyrazol-4-yl)amino)-5-methylthieno[2,3-d]pyrimidin-4-yl)amino)phenyl)propan-2-ol C(C)N1CCC(CC1)N1N=CC(=C1)NC=1N=C(C2=C(N1)SC=C2C)NC=2C=C(C=CC2)C(C)(C)O